thiazolopyrrolidineamine N1=C(SC2=C1CCN2)N